2-{[4-(2-hydroxyethyl)phenyl]amino}-8-methyl-6-phenoxypyrido[2,3-d]pyrimidin-7(8H)-one OCCC1=CC=C(C=C1)NC=1N=CC2=C(N1)N(C(C(=C2)OC2=CC=CC=C2)=O)C